(3S,4S)-1-Cyclohexyl-4-{[5-(2,4,6-trifluoro-phenyl)-isoxazole-3-carbonyl]-amino}-piperidine-3-carboxylic acid (1-pyridin-2-yl-cyclopropyl)-amide N1=C(C=CC=C1)C1(CC1)NC(=O)[C@H]1CN(CC[C@@H]1NC(=O)C1=NOC(=C1)C1=C(C=C(C=C1F)F)F)C1CCCCC1